CC1=CC=2N(C(C(=C(N2)C2=CC=CC=C2)OC(C2=CC=CC=C2)=O)=O)C=C1 8-methyl-2-phenyl-3-benzoyloxy-4H-pyrido[1,2-a]pyrimidin-4-one